2-(methacryloyloxy)ethyl-dopaminemethacrylamide C(C(=C)C)(=O)OCCN(CCC1=CC(O)=C(O)C=C1)CC(C(=O)N)=C